BrC1=CC(=C(O[C@H](C(=O)NOC)C)C=C1)C=1OC=NN1 (2S)-2-[4-bromo-2-(1,3,4-oxadiazol-2-yl)phenoxy]-N-methoxypropanamide